[Br-].[Br-].CC1=C(C(=C(C1(C)[Zr+2]C1C(=CC2=CC=CC=C12)CCCC)C)C)C (pentamethylcyclopentadienyl)(2-butylindenyl)zirconium dibromide